N1(CCCC1)CC=O 2-(pyrrolidin-1-yl)ethan-1-one